diphenoxyisopentyl-phosphine bromide [Br-].O(C1=CC=CC=C1)P(CCC(C)C)OC1=CC=CC=C1